3-[(3-amino-5-fluoro-1H-pyrazolo[3,4-b]pyridin-6-yl)amino]-2-fluoro-benzonitrile NC1=NNC2=NC(=C(C=C21)F)NC=2C(=C(C#N)C=CC2)F